cyclopropyl-[(5S,7S)-7-deuterio-7-fluoro-5-phenyl-5,6-dihydropyrrolo[1,2-b][1,2,4]triazol-2-yl]methanone C1(CC1)C(=O)C=1N=C2N(N1)[C@@H](C[C@@]2(F)[2H])C2=CC=CC=C2